Methyl (S)-2-((2-(2,6-difluoro-4-(methylcarbamoyl)phenyl)-6-methyl-3H-imidazo[4,5-c]Pyridin-3-yl)methyl)morpholine-4-carboxylate FC1=C(C(=CC(=C1)C(NC)=O)F)C1=NC2=C(C=NC(=C2)C)N1C[C@H]1CN(CCO1)C(=O)OC